N-(2-hexen-6-yl)-N'-(3-(1-(2-pentyl)-1,2,3,4-tetrahydropyridin-4-yl)-1H-indol-5-yl)urea CC=CCCCNC(=O)NC=1C=C2C(=CNC2=CC1)C1CCN(C=C1)C(C)CCC